C1=NC(=CC2=CC=CC=C12)N(C(C1=CC=C(C=C1)NC=1C=NC=CC1)=O)[C@H]1CNCCC1 (R)-N-(isoquinolin-3-yl)-N-(piperidin-3-yl)-4-(pyridin-3-ylamino)benzamide